p-tertiary butyl-resorcinol C(C)(C)(C)C1=C(C=C(O)C=C1)O